COC1=C(C=C(C(=C1)C(F)(F)F)OC)C=1C(=NC=CC1)C 3-(2,5-dimethoxy-4-(trifluoromethyl)phenyl)-2-methylpyridine